(8-(4-aminophenyl)-1,3,4,5-tetrahydro-2H-pyrido[4,3-b]indol-2-yl)(phenyl)methanone NC1=CC=C(C=C1)C1=CC=2C3=C(NC2C=C1)CCN(C3)C(=O)C3=CC=CC=C3